(1r,3r)-3-(thiazolo[5,4-b]pyridin-7-yl)cyclobutan-1-ol N1=CSC2=NC=CC(=C21)C2CC(C2)O